2-bromo-4-((2-(trimethylsilyl)ethoxy)methyl)-6,7-dihydro-[1,2,4]triazolo[1,5-a]pyrimidin-5(4H)-one BrC1=NN2C(N(C(CC2)=O)COCC[Si](C)(C)C)=N1